N1C=CC=2C1=NC=CC2SC=2C=1N(C(=NC2)N2CCC3([C@@H]([C@@H](OC3)C)N)CC2)C=CN1 (3S,4S)-8-(8-((1H-pyrrolo[2,3-b]pyridin-4-yl)thio)imidazo[1,2-c]pyrimidin-5-yl)-3-methyl-2-oxa-8-azaspiro[4.5]decan-4-amine